ClC1=C(C=CC=C1OC)C(=O)N1[C@H](C=2C(CC1)=C(N(N2)C)C=2C=NC(=NC2)C(F)(F)F)C (2-chloro-3-methoxy-phenyl)-[(7S)-2,7-dimethyl-3-[2-(trifluoromethyl)pyrimidin-5-yl]-5,7-dihydro-4H-pyrazolo[3,4-c]pyridin-6-yl]methanone